CN1CC(C(CC1)C=1SC2=C(N1)C=C(C=C2)C2N(C[C@H](CC2)C)C(=O)OC(C)(C)C)C tert-butyl (5S)-2-[2-(1,3-dimethyl-4-piperidyl)-1,3-Benzothiazol-5-Yl]-5-methyl-piperidine-1-carboxylate